5-amino-3-(4-chlorophenyl)-7-(4-nitrophenyl)-7H-thiazolo[3,2-a]pyrimidine-6-carbonitrile NC1=C(C(N=C2N1C(=CS2)C2=CC=C(C=C2)Cl)C2=CC=C(C=C2)[N+](=O)[O-])C#N